C(C)N(C1=C(C(=NC=2N1N=CN2)C)CC2=CC=C(C=C2)S(=O)(=O)N)C 4-((7-(ethyl(methyl)amino)-5-methyl-[1,2,4]triazolo[1,5-a]pyrimidin-6-yl)methyl)benzenesulfonamide